1-[(2S)-2-amino-3,3-dimethyl-butanoyl]-4-hydroxy-N-[[4-(4-methylthiazol-5-yl)phenyl]methyl]pyrrolidine-2-carboxamide N[C@H](C(=O)N1C(CC(C1)O)C(=O)NCC1=CC=C(C=C1)C1=C(N=CS1)C)C(C)(C)C